C(C)(C)(C)OC(=O)N1CC2(CCC(C1)C2)CC(=O)N (2-amino-2-oxoethyl)-3-azabicyclo[3.2.1]octane-3-carboxylic acid tert-butyl ester